(3-((3,5-dimethyl-4-(2-(4-methylpiperazin-1-yl)acetamido)-1H-pyrrol-2-yl)methylene)-2-oxindol-6-yl)malonamide CC1=C(NC(=C1NC(CN1CCN(CC1)C)=O)C)C=C1C(NC2=CC(=CC=C12)C(C(=O)N)C(=O)N)=O